(Z)-3-(2-bromostyryl)-2-fluoropyridine BrC1=C(\C=C/C=2C(=NC=CC2)F)C=CC=C1